N1CCNCC1 pentahydropyrazine